ClC1=CC=C(C(=N1)C(=O)O)N[C@H](C)C1=C2N=C(C(=NC2=CC(=C1)C)C#N)N1CC=2N(CC1)C(=C(N2)C)C (R)-6-chloro-3-((1-(2-cyano-3-(2,3-dimethyl-5,6-dihydroimidazo[1,2-a]pyrazin-7(8H)-yl)-7-methylquinoxalin-5-yl)ethyl)amino)picolinic acid